C(C=C\C=C\CCCC)=O 4E-NONADIENAL